1,3-bis(2,6-dibenzylphenyl)imidazolium chloride [Cl-].C(C1=CC=CC=C1)C1=C(C(=CC=C1)CC1=CC=CC=C1)N1C=[N+](C=C1)C1=C(C=CC=C1CC1=CC=CC=C1)CC1=CC=CC=C1